ClC=1C=C(C(N(N1)C)=O)C=O 6-chloro-2-methyl-3-oxo-2,3-dihydropyridazine-4-carbaldehyde